O=C1NC(CCC1N1C(C2=CC=CC(=C2C1=O)NCCOCCC(=O)N1CCC(CC1)OC1=CC=C(C=C1)NC([C@H](C)C1CCC(CC1)C1=CC=NC2=CC=C(C=C12)F)=O)=O)=O (2R)-N-(4-((1-(3-(2-((2-(2,6-dioxopiperidin-3-yl)-1,3-dioxoisoindolin-4-yl)amino)ethoxy)propanoyl)piperidin-4-yl)oxy)phenyl)-2-((1s,4s)-4-(6-fluoroquinolin-4-yl)cyclohexyl)propanamide